C1NCC2=CC(=CC=C12)CN1CCN(CC1)CCCCCNC(OC(C)(C)C)=O t-Butyl (5-(4-(isoindolin-5-ylmethyl)piperazin-1-yl)pentyl)carbamate